3-Z-[1-(4-(morpholin-4-yl-methyl)-anilino)-1-phenyl-methylene]-6-carbamoyl-2-indolinone N1(CCOCC1)CC1=CC=C(N\C(\C2=CC=CC=C2)=C\2/C(NC3=CC(=CC=C23)C(N)=O)=O)C=C1